(1S,2R)-2-(((2-(4'-chloro-2'-(4-methyl-4H-1,2,4-triazol-3-yl)-[1,1'-biphenyl]-3-yl)-7-(trifluoromethyl)-1H-benzo[d]imidazol-5-yl)methyl)amino)cyclopentan-1-ol ClC1=CC(=C(C=C1)C1=CC(=CC=C1)C1=NC2=C(N1)C(=CC(=C2)CN[C@H]2[C@H](CCC2)O)C(F)(F)F)C2=NN=CN2C